tert-butyl 3-(5-(3-cyano-6-(2-hydroxy-2-methylpropoxy)pyrazolo[1,5-a]pyridin-4-yl)pyridin-2-yl)-2,5-dihydro-1H-pyrrole-1-carboxylate C(#N)C=1C=NN2C1C(=CC(=C2)OCC(C)(C)O)C=2C=CC(=NC2)C=2CN(CC2)C(=O)OC(C)(C)C